N1CCC(CC1)OC1CC(C1)OC1CCN(CC1)C(=O)OC(C)(C)C tert-butyl 4-[3-(4-piperidyloxy)cyclobutoxy]piperidine-1-carboxylate